(1H-pyrrol-2-yl)(3-(trifluoromethyl)bicyclo[1.1.1]pentan-1-yl)methanone N1C(=CC=C1)C(=O)C12CC(C1)(C2)C(F)(F)F